2-benzyloxypropanediol C(C1=CC=CC=C1)OC(C(O)O)C